di-tert-butyl 3-isopropyl-7,8-dihydro-1H-pyrrolo[2,3-g]isoquinoline-1,6(5H)-dicarboxylate C(C)(C)C1=CN(C2=CC=3CCN(CC3C=C21)C(=O)OC(C)(C)C)C(=O)OC(C)(C)C